tert-Butyl N-[3-[(5-amino-2-chloro-benzoyl)-methyl-amino]-2,6-difluoro-phenyl]-N-methyl-carbamate NC=1C=CC(=C(C(=O)N(C=2C(=C(C(=CC2)F)N(C(OC(C)(C)C)=O)C)F)C)C1)Cl